tert-butyl (7-methylcinnolin-6-yl)carbamate CC1=C(C=C2C=CN=NC2=C1)NC(OC(C)(C)C)=O